methyl 2-(((1S,6R)-6-(6-(benzyloxy) pyridin-2-yl)-3-azabicyclo[4.1.0]hept-3-yl) methyl)-1-((S)-oxetan-2-ylmethyl)-1H-benzo[d]imidazole-6-carboxylate C(C1=CC=CC=C1)OC1=CC=CC(=N1)[C@@]12CCN(C[C@H]2C1)CC1=NC2=C(N1C[C@H]1OCC1)C=C(C=C2)C(=O)OC